3,4-dimethyl-1-cyclopentylmethyl methacrylate C(C(=C)C)(=O)OCC1CC(C(C1)C)C